tert-butyl (S)-2-((((9H-fluoren-9-yl)methoxy)carbonyl)amino)-4-(4,4-difluoropiperidin-1-yl)-4-oxobutanoate C1=CC=CC=2C3=CC=CC=C3C(C12)COC(=O)N[C@H](C(=O)OC(C)(C)C)CC(=O)N1CCC(CC1)(F)F